N'-[9-[(2R,3S,5R)-5-[[bis(4-methoxyphenyl)-phenyl-methoxy]methyl]-3-[tert-butyl(dimethyl)silyl]oxy-4-hydroxy-tetrahydrofuran-2-yl]-8-oxo-7H-purin-6-yl]-N,N-dimethyl-formamidine COC1=CC=C(C=C1)C(OC[C@@H]1C([C@@H]([C@@H](O1)N1C2=NC=NC(=C2NC1=O)N=CN(C)C)O[Si](C)(C)C(C)(C)C)O)(C1=CC=CC=C1)C1=CC=C(C=C1)OC